C1(=CC=CC=C1)N(C(=O)O[C@H]1[C@@H](CCC[C@@H]1N1N=CC2=C(C=CC=C12)F)N)C1=CC(=CC=C1)N1C(=NC=C1)C (1S,2R,6S)-2-amino-6-(4-fluoro-1H-indazol-1-yl)cyclohexanol phenyl-(3-(2-methyl-1H-imidazol-1-yl)phenyl)carbamate